NCC1=CC(=C(C(=C1)C)NC(=O)C1=CC2=C(NCCC3=C2SC=C3)C=C1C=1C(=NC(=CC1)C(NCCC)=O)C(=O)O)C 3-(9-((4-(aminomethyl)-2,6-dimethylphenyl)carbamoyl)-5,6-dihydro-4H-benzo[b]thieno[2,3-d]azepin-8-yl)-6-(propylcarbamoyl)picolinic acid